tert-butyl ((4-(prop-2-yn-1-ylcarbamoyl)cyclohexyl)methyl)carbamate C(C#C)NC(=O)C1CCC(CC1)CNC(OC(C)(C)C)=O